(R)-1-N-Boc-2-hydroxymethyl-piperidine C(=O)(OC(C)(C)C)N1[C@H](CCCC1)CO